(S)-3-(difluoromethoxy)pyrrolidine FC(O[C@@H]1CNCC1)F